CN(CCCC(=O)OCC=1C=C(OCCCCCCCC(=O)OC(CCCCCCCC)CCCCCCCC)C=CC1OCCCCCCCC(=O)OCCCCCCCCC)C heptadecan-9-yl 8-(3-(((4-(dimethylamino)butanoyl)oxy)methyl)-4-((8-(nonyloxy)-8-oxooctyl)oxy)phenoxy)octanoate